C(C)(C)(C)OC(=O)N1CCN(CC1)C=1C=C(C=2N(C1)C=NC2)Cl 4-{8-chloroimidazo[1,5-a]pyridin-6-yl}-piperazine-1-carboxylic acid tert-butyl ester